6-fluoro-benzoxazoline FC1=CC2=C(N=CO2)C=C1